ClC1=C(OC2C[C@H]3CC[C@@H](C2)N3C(=O)OC(C)(C)C)C=CC(=C1)S(N(C=1SC=CN1)CC1=C(C=C(C=C1)OC)OC)(=O)=O tert-butyl (1R,3s,5S)-3-(2-chloro-4-(N-(2,4-dimethoxybenzyl)-N-(thiazol-2-yl)sulfamoyl)phenoxy)-8-azabicyclo[3.2.1]octane-8-carboxylate